C(C)(=O)N1CCN(CC1)CC(C)O 1-(4-acetylpiperazin-1-yl)-2-hydroxypropan